C(C1=CC=CC=C1)NC1=NC(=NC=2[C@H](CCCC12)OCC1CN(C1)C(=O)OC(C)(C)C)N1C(=CC2=C(C=CC=C12)C(N)=O)C tert-butyl 3-[[(8S)-4-(benzylamino)-2-(4-carbamoyl-2-methyl-indol-1-yl)-5,6,7,8-tetrahydroquinazolin-8-yl]oxymethyl]azetidine-1-carboxylate